C(C)OC(=O)C1=C(C2=C(CCC3=CN(N=C23)C([2H])([2H])C2=CC=CC=C2)O1)C 8-Methyl-2-[phenyl-(2H2)methyl]-4,5-dihydro-2H-furo[2,3-g]indazole-7-carboxylic acid ethyl ester